tetramethylcyclopentadienyl-dimethylsilyl-(4-([1,1'-biphenyl]-2-yl)-1,5,6,7-tetrahydro-s-indacen-1-yl)zirconium dichloride [Cl-].[Cl-].CC1=C(C(=C(C1[Si](C)(C)[Zr+2]C1C=CC2=C(C=3CCCC3C=C12)C1=C(C=CC=C1)C1=CC=CC=C1)C)C)C